(2-tolyl)catechol C1(=C(C=CC=C1)C1=C(C(O)=CC=C1)O)C